NC1=NNC2=C(C=C(C=C12)C1=CC(=NC=C1)N)C=1C=C(C(=O)N)C=CC1 3-(3-Amino-5-(2-aminopyridin-4-yl)-1H-indazol-7-yl)benzamide